N-(8-(6-amino-5-((2-(trifluoromethyl)pyridin-3-yl)thio)pyrazin-2-yl)-2,2-difluoro-8-azaspiro[4.5]decan-1-yl)-2-methylpropane-2-sulfinamide NC1=C(N=CC(=N1)N1CCC2(CCC(C2NS(=O)C(C)(C)C)(F)F)CC1)SC=1C(=NC=CC1)C(F)(F)F